C(C)OC(=O)C1=CC=C(O1)B(O)O (5-(ethoxycarbonyl)-furan-2-yl)boronic acid